5-((4-(N-methylsulfamoyl)phenyl)thio)-1H-1,2,3-triazole-4-carboxylic acid CNS(=O)(=O)C1=CC=C(C=C1)SC1=C(N=NN1)C(=O)O